(R)-3-cyano-N-(5-(hydroxy(6-(trifluoromethyl)-3H-imidazo[4,5-b]pyridin-2-yl)methyl)pyridin-2-yl)benzamide C(#N)C=1C=C(C(=O)NC2=NC=C(C=C2)[C@H](C2=NC=3C(=NC=C(C3)C(F)(F)F)N2)O)C=CC1